C(C)(=O)O[C@@H]1[C@H](OC([C@@H]1OC(C)=O)OC(C)=O)COCCOCCOCCOCC1=CC=CC=C1 [(2R,3R,4R)-4,5-Diacetoxy-2-[2-[2-(2-benzyloxyethoxy)ethoxy]-ethoxymethyl]tetrahydro-furan-3-yl] acetate